trans-Oxacyclohexadecen-2-one C=1/C(OCCCCCCCCCCCC/C1)=O